4,6-dimethyl-4-octenoic acid CC(CCC(=O)O)=CC(CC)C